N-((6-((3R,5S)-3,5-dimethylpiperazin-1-yl)pyridin-2-yl)methyl)-3-(tetrahydro-2H-pyran-4-yl)-1H-pyrazolo[3,4-b]pyridin-4-amine C[C@@H]1CN(C[C@@H](N1)C)C1=CC=CC(=N1)CNC=1C2=C(N=CC1)NN=C2C2CCOCC2